FC=1C=C(C=CC1)[C@H]1[C@@H](CN(CC1)C(=O)C=1C=2N(C=CC1)C=NC2)NC(OCC)=O ethyl ((3S,4S)-4-(3-fluorophenyl)-1-(imidazo[1,5-a]pyridine-8-carbonyl)piperidin-3-yl)carbamate